FC1=CC=C(C=C1)C1=NN(C(C1)C1=CC=CC=C1)C(C)=NNC(C1=CC=NC=C1)=O (1-(3-(4-fluorophenyl)-5-phenyl-4,5-dihydro-1H-pyrazol-1-yl)ethylidene)isonicotinohydrazide